6-((4-amino-3-(2-aminobenzo[d]oxazol-5-yl)-1H-pyrazolo[3,4-d]pyrimidin-1-yl)methyl)-3,4-dihydroisoquinoline-2(1H)-carboxylic acid tert-butyl ester C(C)(C)(C)OC(=O)N1CC2=CC=C(C=C2CC1)CN1N=C(C=2C1=NC=NC2N)C=2C=CC1=C(N=C(O1)N)C2